bis(naphthalene-1-yl)-N,N'-bis(phenyl)benzidine C1(=CC=CC2=CC=CC=C12)N(C1=CC=C(C2=CC=C(N(C3=CC=CC=C3)C3=CC=CC4=CC=CC=C34)C=C2)C=C1)C1=CC=CC=C1